3-((6,7-Dichloro-3-(1-(tetrahydro-2H-pyran-2-yl)-1H-pyrazol-4-yl)-1H-indol-4-yl)oxy)-2-methylpropan-1-ol ClC1=CC(=C2C(=CNC2=C1Cl)C=1C=NN(C1)C1OCCCC1)OCC(CO)C